2-methyl-6-nitrophenylnaphthalen-1-yl (S)-phenylphosphonate C1(=CC=CC=C1)P(OC1=C(C=CC2=CC=CC=C12)C1=C(C=CC=C1[N+](=O)[O-])C)([O-])=O